6-(4-amino-4-phenylpiperidin-1-yl)-3-(2-methylbenzo[d]thiazol-6-yl)-1H-pyrazolo[3,4-d]pyrimidine-4-carbonitrile NC1(CCN(CC1)C1=NC(=C2C(=N1)NN=C2C2=CC1=C(N=C(S1)C)C=C2)C#N)C2=CC=CC=C2